(3-((3S,4S)-4-amino-3-methyl-2-oxa-8-azaspiro[4.5]decan-8-yl)-5-methyl-6-(3-methyl-1H-indazol-6-yl)pyrazin-2-yl)methanol N[C@@H]1[C@@H](OCC12CCN(CC2)C=2C(=NC(=C(N2)C)C2=CC=C1C(=NNC1=C2)C)CO)C